1-(4-(2-chloroethyl)-1-oxoisoindolin-2-yl)dihydropyrimidine-2,4(1H,3H)-dione ClCCC1=C2CN(C(C2=CC=C1)=O)N1C(NC(CC1)=O)=O